C(CCC)OC1=CC=C(C=C1)S(=O)(=O)C=1C=NC2=CC=C(C=C2C1N1CCN(CCC1)C1CCS(CC1)(=O)=O)SC 4-(4-(3-((4-butoxyphenyl)sulfonyl)-6-(methylthio)quinolin-4-yl)-1,4-diazepan-1-yl)tetrahydro-2H-thiopyran 1,1-dioxide